4-Bromo-1-(1-(3-chlorophenyl)-2-((cyclopropylmethyl)(methyl)amino)ethyl)pyridin-2(1H)-one BrC1=CC(N(C=C1)C(CN(C)CC1CC1)C1=CC(=CC=C1)Cl)=O